(R)-4-(2-methylpiperazin-1-yl)phenol hydrochloride Cl.C[C@H]1N(CCNC1)C1=CC=C(C=C1)O